N-(4-(4-amino-1-isopropyl-7-((1r,4r)-4-((2-methoxyethyl)amino)cyclohexyl)-1H-pyrazolo[4,3-c]pyridin-3-yl)-2,5-difluorophenyl)-3-fluorobenzenesulfonamide NC1=NC=C(C2=C1C(=NN2C(C)C)C2=CC(=C(C=C2F)NS(=O)(=O)C2=CC(=CC=C2)F)F)C2CCC(CC2)NCCOC